C(CCCC)O[N+](=O)[O-] amylnitrate